3-cyclopropyl-N-(2-(methylsulfonyl)pyridin-4-yl)-1-((tetrahydro-2H-pyran-2-yl)methyl)-4-(trifluoromethyl)-1H-pyrazole-5-carboxamide C1(CC1)C1=NN(C(=C1C(F)(F)F)C(=O)NC1=CC(=NC=C1)S(=O)(=O)C)CC1OCCCC1